C(C[C@@H](C(=O)O)N)SSCC[C@@H](C(=O)O)N L-Homocystine